BrC=1C(=C2C3(C(N(C(C2=CC1)=O)CC(=O)NC1=NC=C(C=N1)Cl)=O)CC3)F 2-(6'-bromo-5'-fluoro-1',3'-dioxospiro[cyclopropane-1,4'-isoquinoline]-2'-yl)-N-(5-chloropyrimidin-2-yl)acetamide